3'-isopentadienyl-3,5,4'-trihydroxystilbene C(=CC(=C)C)C=1C=C(C=CC2=CC(=CC(=C2)O)O)C=CC1O